N-((1H-pyrrolo[3,2-c]pyridine-2-yl)methyl)-2-(5-((1-(dibenzo[b,d]furan-2-yl)cyclopropyl)amino)-2-(2-fluorophenyl)-6-oxopyrimidin-1(6H)-yl)acetamide N1C(=CC=2C=NC=CC21)CNC(CN2C(=NC=C(C2=O)NC2(CC2)C2=CC1=C(OC3=C1C=CC=C3)C=C2)C2=C(C=CC=C2)F)=O